N(=[N+]=[N-])CCOCCOS(=O)(=O)C1=CC=C(C=C1)C 1-[2-(2-azidoethoxy)ethoxy]sulfonyl-4-methylbenzene